C(CCC)(=O)C1=CC(=C(C=N1)C=1C(N(C2=CC(=NC=C2C1)NC(=O)C1CC1)CCO)=O)C N-[3-(6-butanoyl-4-methylpyridin-3-yl)-1-(2-hydroxyethyl)-2-oxo-1,6-naphthyridin-7-yl]cyclopropanecarboxamide